BrC1=C(C=C(C=C1)OC)C1OCCO1 2-(2-bromo-5-methoxyphenyl)-[1,3]dioxolane